CC1=NOC(=C1)C(=O)NC[C@@H]1C[C@@H](CC1)NC1=NC(=C(C=C1)N1N=CC=CC1=O)C 3-methyl-N-[[(1S,3R)-3-[[6-methyl-5-(6-oxopyridazin-1-yl)-2-pyridyl]amino]cyclopentyl]methyl]isoxazole-5-carboxamide